5-methyl-6,7-dihydro-4H-pyrazolo[1,5-a]pyrazin-2-amine CN1CC=2N(CC1)N=C(C2)N